2-(2-isopropylphenyl)-N-(4-(1-methyl-4-(trifluoromethyl)-1H-imidazol-2-yl)benzyl)-6,7-dihydro-5H-pyrrolo[3,4-d]pyrimidin-4-amine C(C)(C)C1=C(C=CC=C1)C=1N=C(C2=C(N1)CNC2)NCC2=CC=C(C=C2)C=2N(C=C(N2)C(F)(F)F)C